NC1=NC=2C=CC(=CC2C2=C1C=NN2C)C(=O)N(N(C)C(=O)C2(CC2)F)CC2=NC=C(C=C2)C(F)(F)F 4-amino-N'-(1-fluorocyclopropanecarbonyl)-N',1-dimethyl-N-[[5-(trifluoromethyl)-2-pyridyl]methyl]pyrazolo[4,3-c]quinoline-8-carbohydrazide